ClC(=C1[C@H]2CC[C@@H]1C1=C(C=CC=C21)NC(=O)C=2C(=NNC2)C(F)F)Cl N-[(1S,4R)-9-(dichloromethylene)-1,2,3,4-tetrahydro-1,4-methanonaphthalene-5-yl]-3-(difluoromethyl)-1H-pyrazole-4-carboxamide